N1=CNC=2C=[N+](C=CC21)[O-] 3H-imidazo[4,5-c]pyridine 5-oxide